1-methyl-3-difluoromethyl-pyrazole CN1N=C(C=C1)C(F)F